O=C1[C@H]2[C@@H](C(N1C1=CC=C(C=C1)C(F)(F)F)=O)[C@@](N=C2)(P(OCC)(=O)OCC)C2=CC=CC=C2 |r| Diethyl (1RS,3aSR,6aSR)-4,6-dioxo-1-phenyl-5-[4-(trifluoromethyl)phenyl]-1,3a,4,5,6,6a-hexahydropyrrolo[3,4-c]pyrrole-1-phosphonate